NC1=NC(=CC(=N1)C=1C(=C(C#N)C=CC1)C)C=1N=NN(C1)CC1=NC(=CC=C1)C(C)(C)O 3-[2-amino-6-(1-{[6-(2-hydroxypropan-2-yl)pyridin-2-yl]methyl}-1H-1,2,3-triazol-4-yl)pyrimidin-4-yl]-2-methylbenzonitrile